C(C=C)(=O)N1CCC(CC1)N1N=CC(=C1)C1=C(C2=C(N=CN=C2N)N1C)C1=CC=C(C(=O)N(CC2=NC(=NO2)C)C)C=C1 4-(6-(1-(1-acryloylpiperidin-4-yl)-1H-pyrazol-4-yl)-4-amino-7-methyl-7H-pyrrolo[2,3-d]pyrimidin-5-yl)-N-methyl-N-((3-methyl-1,2,4-oxadiazol-5-yl)methyl)benzamide